3β-azido-6α-ethyl-7α-hydroxy-5β-cholan-24-oic acid N(=[N+]=[N-])[C@@H]1C[C@H]2[C@H]([C@H]([C@H]3[C@@H]4CC[C@H]([C@@H](CCC(=O)O)C)[C@]4(CC[C@@H]3[C@]2(CC1)C)C)O)CC